Cl.C1NCC12CCN(CC2)C2=CC1=C(N(C(O1)=O)C)C=C2 6-(2,7-diazaspiro[3.5]non-7-yl)-3-methyl-1,3-benzoxazol-2-one hydrochloride